Cl.C[C@H]1[C@H](COC1)N (3R,4S)-4-methyltetrahydrofuran-3-amine hydrochloride